((1s,4s)-4-(((4-(1-(3-fluoro-4-methoxyphenyl)-1H-pyrazol-4-yl)pyrimidin-5-yl)oxy)-methyl)-cyclohexyl)carbamic acid tert-butyl ester C(C)(C)(C)OC(NC1CCC(CC1)COC=1C(=NC=NC1)C=1C=NN(C1)C1=CC(=C(C=C1)OC)F)=O